5-(3,5-difluoro-4-methoxyphenyl)-3-(1,4,5,6,7,8,9-heptahydroquinolizin-2-yl)-1H-indazole FC=1C=C(C=C(C1OC)F)C=1C=C2C(=NNC2=CC1)C=1CC2CCCCN2CC1